C(C1=CC=CC=C1)N1C(N(C=C1)CC1=CC=CC=C1)=O 1,3-dibenzylimidazol-2-one